2-(benzo[d]oxazol-2-yl)-N-[4-(2-methyl-1H-indol-3-yl)thiazol-2-yl]acetamide O1C(=NC2=C1C=CC=C2)CC(=O)NC=2SC=C(N2)C2=C(NC1=CC=CC=C21)C